COC1=NC2=CC(=C(C=C2N=C1OC)C#N)[N+](=O)[O-] 2,3-Dimethoxy-7-nitroquinoxaline-6-carbonitrile